C(C)(=O)C=1N(N=C2N=C(C=CC21)C2=C(C=C(C=C2C)C(F)(F)F)OCOCC)C[C@@H]2CC(N(C2)CC)=O |r| (R and S)-4-((3-acetyl-6-(2-(ethoxymethoxy)-6-methyl-4-(trifluoro-methyl)phenyl)-2H-pyrazolo[3,4-b]pyridin-2-yl)methyl)-1-ethyl-pyrrolidin-2-one